1-(1-benzofuran-4-yl)-3-(3-methyl-4-phenoxyphenyl)urea O1C=CC2=C1C=CC=C2NC(=O)NC2=CC(=C(C=C2)OC2=CC=CC=C2)C